Ethyl {(3S)-3-[(4-fluoro-3-methylphenyl)carbamoyl]pyrrolidine-1-yl}(oxo)acetate FC1=C(C=C(C=C1)NC(=O)[C@@H]1CN(CC1)C(C(=O)OCC)=O)C